4-((1-Cyclopentyl-3-methyl-2-oxo-2,3-dihydro-1H-imidazo[4,5-c]pyridin-6-yl)amino)benzonitrile C1(CCCC1)N1C(N(C=2C=NC(=CC21)NC2=CC=C(C#N)C=C2)C)=O